F[C@H](C(=O)NC1=C(C=C(C=C1)CCC1=CC=C(C=C1)C(F)(F)F)N1CCCCC1)[C@H](CCCC)F (2R,3S)-2,3-difluoro-N-(2-(piperidin-1-yl)-4-(4-(trifluoromethyl)phenethyl)phenyl)heptanamide